tert-butyl-N-[4-chloro-6-(morpholin-4-yl)pyridin-2-yl]acetamide C(C)(C)(C)CC(=O)NC1=NC(=CC(=C1)Cl)N1CCOCC1